CS(=O)(=O)N[C@@H]1[C@@H](N(CCC1)C(=O)OC)CO[C@@H]1C[C@@H](C1)C1=CC=CC=C1 methyl cis-3-((methylsulfonyl)amino)-2-(((cis-3-phenylcyclobutyl)oxy)methyl)-piperidine-1-carboxylate